Cl.N[C@H](CC)C1CCC(CC1)C(=O)OC methyl (1R,4r)-4-((R)-1-aminopropyl)cyclohexane-1-carboxylate hydrochloride